3-Cyclopropyl-6-(3,4-dimethylphenyl)-4-oxo-4,5-dihydropyrazolo[1,5-a]pyrazine-2-carboxylic acid C1(CC1)C=1C(=NN2C1C(NC(=C2)C2=CC(=C(C=C2)C)C)=O)C(=O)O